C(#N)C=1C=C(C=CC1)S(=O)(=O)N(C)[C@@H]1COCC=2NC(C=3C=C(C(=CC3C21)F)F)=O (S)-3-Cyano-N-(8,9-difluoro-6-oxo-1,4,5,6-tetrahydro-2H-pyrano[3,4-c]isoquinolin-1-yl)-N-methylbenzenesulfonamide